[2H]C1=C(C(=C(C(=C1[2H])C([2H])([2H])[2H])[2H])N)N 3,4,6-trideutero-5-(trideuteromethyl)benzene-1,2-diamine